(4-(benzyloxy)phenyl)methanol C(C1=CC=CC=C1)OC1=CC=C(C=C1)CO